1-METHYL-2-(3-PYRIDYL)-PYRROLIDINE CN1C(CCC1)C=1C=NC=CC1